6-chloro-N-(2,3-dihydrobenzo[b][1,4]dioxin-6-yl)pyrido[3,2-d]pyrimidin-4-amine ClC=1C=CC=2N=CN=C(C2N1)NC1=CC2=C(OCCO2)C=C1